FC1=C(C=CC(=C1)F)C=1N=C2N(N=CC=C2)C1C(=O)N[C@@H]1C(NC2=C(C(=N1)C1=CC=CC=C1)C=CC=C2F)=O 2-(2,4-Difluorophenyl)-N-[(3S)-9-fluoro-2-oxo-5-phenyl-1,3-dihydro-1,4-benzodiazepin-3-yl]imidazo[1,2-b]pyridazine-3-carboxamide